2-(2-((1-hydroxy-propan-2-yl)oxy)-3,5-dimethylbenzyl)benzonitrile OCC(C)OC1=C(CC2=C(C#N)C=CC=C2)C=C(C=C1C)C